Cl.CC=1C=C(C=CC1CC1=CC2=C(N(C=N2)C)C=C1)NC1=NC=NC2=CC=C(C=C12)N1[C@H](CNCC1)C N-{3-methyl-4-[(1-methyl-1,3-benzodiazol-5-yl)methyl]phenyl}-6-[(2S)-2-methylpiperazin-1-yl]quinazolin-4-amine hydrochloride